2'-fluoro-4'-(((1R)-1-methyl-1-(2-oxo-2-(thiazol-2-ylamino)ethyl)-6-((tetrahydrofuran-2-yl)methoxy)-1,2,3,4-tetrahydroisoquinolin-7-yl)oxy)-[1,1'-biphenyl]-4-carboxylic acid FC1=C(C=CC(=C1)OC1=C(C=C2CCN[C@@](C2=C1)(CC(NC=1SC=CN1)=O)C)OCC1OCCC1)C1=CC=C(C=C1)C(=O)O